N[BH3-].[Al+3].N[BH3-].N[BH3-] aluminum aminoborohydride